CN(C1CCC(CC1)C(=O)N1CC(C2=NC(=CC=C21)C)(C)C)CC2=CC(=NC=C2)C(F)(F)F ((1r,4r)-4-(Methyl((2-(trifluoromethyl)pyridin-4-yl)methyl)amino)cyclohexyl)(3,3,5-trimethyl-2,3-dihydro-1H-pyrrolo[3,2-b]pyridin-1-yl)methanone